1-(4-(4,4-dimethylpiperidin-1-yl)phenyl)-5,7-difluoro-1H-benzo[d][1,2,3]triazol-6-ol CC1(CCN(CC1)C1=CC=C(C=C1)N1N=NC2=C1C(=C(C(=C2)F)O)F)C